OCOC1=CC(=CC=2OC3=CC(=CC=C3C(C12)=O)O)O 1,3,6-Trihydroxy-methoxyxanthone